(3S)-3-[[(7-bromo-2-quinolinyl)-methylamino]carbamoyl]hexahydropyridazine-1,2-dicarboxylic acid di-tert-butyl ester C(C)(C)(C)OC(=O)N1N([C@@H](CCC1)C(NN(C)C1=NC2=CC(=CC=C2C=C1)Br)=O)C(=O)OC(C)(C)C